O=C1C[C@@H](N(CC1)C(=O)OC)C(=O)[O-] methyl (2R)-4-oxopiperidine-1,2-dicarboxylate